C12C3CC=CCC3C(C=C1)C2 tricyclo[6.2.1.02,7]undeca-4,9-diene